C1OCCCO1 2,6-dioxan